COC=1C=C(C=CC1OC)C=1C(=NN2C1N=C(C=C2NCC2=CC=NC=C2)C)C 3-(3,4-dimethoxyphenyl)-2,5-dimethyl-N-(pyridin-4-ylmethyl)pyrazolo[1,5-a]pyrimidin-7-amine